ClC1=C(OC=2C=3N(C=NC2)C=CN3)C=CC=C1Cl 8-(2,3-dichlorophenoxy)imidazo[1,2-c]pyrimidin